[C@H]12CN(C[C@H](CC1)N2)C=2C1=C(N=C(N2)OC[C@]23CCCN3C[C@@H](C2)F)N=C(C(=C1)F)C1=CC(=CC2=CC=CC(=C12)Cl)O 4-(4-((1R,5S)-3,8-diazabicyclo[3.2.1]octan-3-yl)-6-fluoro-2-(((2R,7aS)-2-fluorohexahydro-1H-pyrrolizin-7a-yl)methoxy)pyrido[2,3-d]pyrimidin-7-yl)-5-chloronaphthalen-2-ol